ClC=1C=C(C=C(C1OC1=NC=C(C(=C1)S(=O)(=O)N1C[C@H](CC1)O)O)Cl)N1N=C(C(NC1=O)=O)C(F)F (S)-2-(3,5-dichloro-4-((5-hydroxy-4-((3-hydroxypyrrolidin-1-yl)sulfonyl)pyridin-2-yl)oxy)phenyl)-6-(difluoromethyl)-1,2,4-triazine-3,5(2H,4H)-dione